The molecule is an ammonium ion that is the conjugate acid of phenylethanolamine arising from protonation of the primary amino group; major species at pH 7.3. It has a role as a human metabolite. It is a conjugate acid of a phenylethanolamine. C1=CC=C(C=C1)C(C[NH3+])O